The molecule is an N-acyl-L-alpha-amino acid anion resulting from the deprotonation of the carboxy group of N-arachidonoyl-L-phenylalanine. The major species at pH 7.3. It is a N-acyl-L-alpha-amino acid anion, a N-(fatty acyl)-L-alpha-amino acid anion and a N-(fatty acyl)-L-phenylalanine(1-). It is a conjugate base of a N-arachidonoyl-L-phenylalanine. CCCCC/C=C\\C/C=C\\C/C=C\\C/C=C\\CCCC(=O)N[C@@H](CC1=CC=CC=C1)C(=O)[O-]